distearyl-dimethyl-ammonium chloride [Cl-].C(CCCCCCCCCCCCCCCCC)[N+](C)(C)CCCCCCCCCCCCCCCCCC